1-(5-{[(5-chlorothiophen-2-yl)methyl]amino}-3-[1-(2-cyclopropoxyethyl)piperidin-4-yl]-1H-pyrazol-1-yl)-3-hydroxy-2,2-dimethylpropan-1-one ClC1=CC=C(S1)CNC1=CC(=NN1C(C(CO)(C)C)=O)C1CCN(CC1)CCOC1CC1